2-butyl-1-(4-(((2-cyclopropyl-2-methylpropyl)amino)methyl)benzyl)-1H-imidazo[4,5-c]quinoline-4-amine C(CCC)C=1N(C2=C(C(=NC=3C=CC=CC23)N)N1)CC1=CC=C(C=C1)CNCC(C)(C)C1CC1